4-((1-methoxy-2-methylpropan-2-yl)amino)-2-((8-(morpholine-4-carbonyl)-2,3-dihydrobenzo[b][1,4]dioxin-5-yl)amino)-7H-pyrrolo[2,3-d]pyrimidine-5-carbonitrile COCC(C)(C)NC=1C2=C(N=C(N1)NC1=CC=C(C=3OCCOC31)C(=O)N3CCOCC3)NC=C2C#N